COC1C2C(C(C(C=C2)C1)C(=O)OCCCC)C(=O)OCCCC di-n-butyl 7-methoxy-bicyclo[2.2.2]oct-5-ene-2,3-dicarboxylate